1,4,9,12-Tetrathiacyclohexadecane S1CCSCCCCSCCSCCCC1